O=C1N(CCC(N1)=O)N1C(C2=CC=C(C=C2C1=O)CN1CCC(CC1)N1N=C2C=C(C(=CC2=C1)N1CC=CC=C1C(F)(F)F)C(C)(C)O)=O N-(2-(1-((2-(2,4-dioxotetrahydropyrimidin-1(2H)-yl)-1,3-dioxoisoindolin-5-yl)methyl)piperidin-4-yl)-6-(2-hydroxypropan-2-yl)-2H-indazol-5-yl)-6-(trifluoromethyl)pyridine